(Z)-N'-(6,7-dihydroquinolin-8(5H)-ylidene)-5-(pyridin-2-yl)-1,5-diazacyclooctane-1-thiohydrazide N1=CC=CC=2CCC/C(/C12)=N/NC(=S)N1CCCN(CCC1)C1=NC=CC=C1